FC(CN(C1=CC(=CC(=C1)C#CC(C)(C)O)F)C1=NC(N(C2=CC=C(C(=C12)F)F)C([2H])([2H])[2H])=O)F 4-[N-(2,2-difluoroethyl)-3-fluoro-5-(3-hydroxy-3-methyl-but-1-ynyl)anilino]-5,6-difluoro-1-(trideuteriomethyl)quinazolin-2-one